2-(4-nitrostyryl)-imidazole [N+](=O)([O-])C1=CC=C(C=CC=2NC=CN2)C=C1